tert-butyl 4-((2-((2-methoxyethyl)carbamoyl)-4-nitrophenyl)carbamoyl)piperidine-1-carboxylate COCCNC(=O)C1=C(C=CC(=C1)[N+](=O)[O-])NC(=O)C1CCN(CC1)C(=O)OC(C)(C)C